ClC=1C=C2C(=NN1)NC[C@]1(N2C[C@H](C1)O)CF (6aS,8S)-2-chloro-6a-(fluoromethyl)-5,6,6a,7,8,9-hexahydropyrrolo[1',2':4,5]pyrazino[2,3-c]pyridazin-8-ol